N-(lauroylaminoformyl-methyl)-pyridinium chloride [Cl-].C(CCCCCCCCCCC)(=O)NC(=O)C[N+]1=CC=CC=C1